ClC1SC=2C(N1C)C(C=CC2)=O chloro-3-methyl-4-benzothiazolinone